FC1=CC=C2C3=CC=C(C(C[C@]4(C[C@H](CC4)NS(=O)(=O)C)C=4OC=C(COC2=C1F)N4)=C3)F N-[(1'S,14R)-5,6,17-trifluorospiro[8,12-dioxa-21-azatetracyclo[14.3.1.110,13.02,7]henicosa-1(19),2,4,6,10,13(21),16(20),17-octaene-14,3'-cyclopentane]-1'-yl]methanesulfonamide